4-amino-N',1-dimethyl-N'-(1-(trifluoromethyl)cyclopropane-1-carbonyl)-N-((5-(trifluoromethyl)pyridin-2-yl)methyl)-1H-pyrazolo[4,3-c]quinoline-8-carbohydrazide NC1=NC=2C=CC(=CC2C2=C1C=NN2C)C(=O)N(N(C(=O)C2(CC2)C(F)(F)F)C)CC2=NC=C(C=C2)C(F)(F)F